FC=1C=C(C=CC1C=1C=NC(=CC1)C=1N=NN(N1)C=C)N1C(O[C@H](C1)C(CF)O)=O (R)-3-(3-fluoro-4-(6-(2-vinyl-2H-tetrazol-5-yl)pyridin-3-yl)phenyl)-5-(1-hydroxy-2-fluoroethyl)oxazolidin-2-one